C1(CCC(N1C(C(=O)[O-])(CCCCCC(=O)[O-])N1C(CCC1=O)=O)=O)=O.[Na+].[Na+] sodium bissuccinimidyl-suberate salt